N(=O)N1CCNCCC1 4-nitroso-1,4-diazepan